N'-[2-(4-chlorophenyl)-2-oxo-ethoxy]-6-methyl-3-[3-(trifluoromethyl)phenoxy]pyridazin-4-carboxamidine ClC1=CC=C(C=C1)C(CON=C(N)C1=C(N=NC(=C1)C)OC1=CC(=CC=C1)C(F)(F)F)=O